FC1CCN(CC1)C1(CC(C1)N1C(C(C2=NC=CC=C21)(C)C)=O)C 1-((1s,3s)-3-(4-fluoropiperidin-1-yl)-3-methylcyclobutyl)-3,3-dimethyl-2H-pyrrolo[3,2-b]pyridin-2-one